3-bromo-6-chloro-N-cyclopentylimidazo[1,2-b]pyridazin-8-amine BrC1=CN=C2N1N=C(C=C2NC2CCCC2)Cl